C(CC)C1=CC=C(C=C1)[PH2]=O (4-propylphenyl)phosphine oxide